ethyl 1-(trans-1-(tert-butoxycarbonyl)-4-(4-(trifluoromethyl)benzyloxy)pyrrolidin-3-yl)-1H-pyrazole-4-carboxylate C(C)(C)(C)OC(=O)N1C[C@H]([C@@H](C1)OCC1=CC=C(C=C1)C(F)(F)F)N1N=CC(=C1)C(=O)OCC